ClC=1C=C(C=CC1)C1=N[C@@H](C(NC2=C1C=CC=C2C)=O)NC([C@@H]([C@@H](C(=O)N)CCCC(F)(F)F)CCC(F)(F)F)=O (2R,3S)-N-((3S)-5-(3-chlorophenyl)-9-methyl-2-oxo-2,3-dihydro-1H-1,4-benzodiazepin-3-yl)-3-(4,4,4-trifluorobutyl)-2-(3,3,3-trifluoropropyl)succinamide